CCC(C)[C@@H](C(=O)N[C@@H](CCC(=O)O)C(=O)N[C@@H](CC1=CNC2=CC=CC=C21)C(=O)N[C@@H](CC(C)C)C(=O)N[C@@H](CCCCN)C(=O)N[C@@H](CC(=O)N)C(=O)NCC(=O)NCC(=O)N3CCC[C@H]3C(=O)N[C@@H](CO)C(=O)N[C@@H](CO)C(=O)NCC(=O)N[C@@H](C)C(=O)N4CCC[C@H]4C(=O)N5CCC[C@H]5C(=O)N6CCC[C@H]6C(=O)N[C@@H](CO)C(=O)N)NC(=O)[C@H](CC7=CC=CC=C7)NC(=O)[C@H](CC(C)C)NC(=O)[C@H](CCCNC(=N)N)NC(=O)[C@H](C(C)C)NC(=O)[C@H](C)NC(=O)[C@H](CCC(=O)O)NC(=O)[C@H](CCC(=O)O)NC(=O)[C@H](CCC(=O)O)NC(=O)[C@H](CCSC)NC(=O)[C@H](CCC(=O)N)NC(=O)[C@H](CCCCN)NC(=O)[C@H](CO)NC(=O)[C@H](CC(C)C)NC(=O)[C@H](CC(=O)O)NC(=O)[C@H](CO)NC(=O)[C@H](C(C)O)NC(=O)[C@H](CC8=CC=CC=C8)NC(=O)[C@H](C(C)O)NC(=O)CNC(=O)[C@H](CCC(=O)O)NC(=O)CNC(=O)[C@H](CC9=CNC=N9)N The molecule is a bioactive polypeptide of 39 amino acid residues isolated from the saliva of the Gila monster (Heloderma suspectum). High-affinity glucagon-like peptide 1 (GLP-1) receptor agonist (Kd = 136 pM); potently induces cAMP formation without stimulating amylase release in pancreatic acini; potentiates glucose-induced insulin secretion in isolated rat islets; protects against glutamate-induced neurotoxicity. A synthetic version is called exenatide. It has a role as a hypoglycemic agent, an incretin mimetic and a glucagon-like peptide-1 receptor agonist.